S1C(=CC=C1C=1OC2=C(N1)C=C(C=C2)C(C)(C)C)C=2OC1=C(N2)C=C(C=C1)C(C)(C)C 5-thiophenylylbis(5-tert-butyl-1,3-benzoxazole)